FC1=C2[C@H](CCOC2=CC(=C1)F)OC1=CC(=CC=2NC(=NC21)C)C(=O)N(C)C (S)-4-((5,7-difluorochroman-4-yl)oxy)-N,N,2-trimethyl-1H-benzo[d]imidazole-6-carboxamide